C(C=C)C1=CC=CC=2SC3=CC=CC=C3C(C12)=O 1-(2-Propen-1-yl)thioxanthone